C1(CCCC1)C=1C2=C(N=C(N1)NC1=CC=C(C=C1)S(N)(=O)=O)NC(=C2)C(=O)NC2=CC=CC=C2 cyclopentyl-N-phenyl-2-((4-sulfamoylphenyl)amino)-7H-pyrrolo[2,3-d]pyrimidine-6-carboxamide